NC1=NC=CC(=N1)C=1C2=C(C(=NC1)NCC=1C=C(C(=O)NC3CC4(COC4)C3)C=CC1)CCO2 3-(((7-(2-aminopyrimidin-4-yl)-2,3-dihydrofuro[3,2-c]pyridin-4-yl)amino)methyl)-N-(2-oxaspiro[3.3]heptan-6-yl)benzamide